C1(=CC=CC=C1)C1NC=CC=2C3=CC=CC=C3NC12 1-phenyldihydro-β-carboline